Cl.COC1=CC(=NN1)N 5-methoxy-1H-pyrazol-3-amine hydrochloride